tert-butyl (2R,4S)-2-(((3SR,4SR)-2'-(2-ethoxyphenyl)-3-ethyl-6'H-spiro[piperidine-4,5'-[1,7]naphthyridin]-7'(8'H)-yl)methyl)-4-hydroxypyrrolidine-1-carboxylate C(C)OC1=C(C=CC=C1)C1=NC=2CN(C[C@]3(C2C=C1)[C@@H](CNCC3)CC)C[C@@H]3N(C[C@H](C3)O)C(=O)OC(C)(C)C |&1:15,19|